(S)-5-((6-isopropyl-2-ethyl-3,4-dihydroquinolin-1(2H)-yl)sulfonyl)-2-((tetrahydro-2H-pyran-4-yl)methoxy)benzyl alcohol C(C)(C)C=1C=C2CC[C@@H](N(C2=CC1)S(=O)(=O)C=1C=CC(=C(CO)C1)OCC1CCOCC1)CC